6-methyl-4-[(1-methylcyclopropyl)amino]-N-(6-methylpyridin-2-yl)furo[2,3-d]pyrimidine-5-carboxamide CC1=C(C2=C(N=CN=C2NC2(CC2)C)O1)C(=O)NC1=NC(=CC=C1)C